BrC=1C=C(OCC2=CC=NC=C2)C=CC1F 4-[(3-bromo-4-fluoro-phenoxy)methyl]pyridine